ClC1=CC=C(C(=N1)C(=O)O)N[C@H](C)C1=C2N=C(C(=NC2=CC(=C1)C)C#N)N1CCOCC1 (R)-6-chloro-3-((1-(2-cyano-7-methyl-3-morpholinoquinoxalin-5-yl)ethyl)amino)picolinic acid